methyl (3-(3,7-dimethylocta-2,6-dien-1-yl)-2,4-dihydroxy-6-pentylbenzoyl)-L-histidinate CC(=CCC=1C(=C(C(=O)N[C@@H](CC2=CNC=N2)C(=O)OC)C(=CC1O)CCCCC)O)CCC=C(C)C